ClC1=NC=C(C(=N1)Cl)C(=O)N 2,4-dichloropyrimidine-5-carboxamide